N-(6-(difluoromethyl)pyridin-2-yl)-7-((1s,3s)-3-ethoxycyclobutoxy)-2-(tetrahydro-2H-pyran-4-yl)imidazo[1,2-a]pyridine-6-carboxamide FC(C1=CC=CC(=N1)NC(=O)C=1C(=CC=2N(C1)C=C(N2)C2CCOCC2)OC2CC(C2)OCC)F